FC(C=1C=C(C=NC1)NC(=O)[O-])(F)F (5-(trifluoromethyl)pyridin-3-yl)aminocarboxylate